CC12CC[C@@]3([C@H](CO1)[C@]1(CCCC([C@@H]1CC3)(C)C)C)O2 (5aS,7aS,11aS,11bS)-3,8,8,11a-tetramethyldodecahydro-3H-3,5a-epoxynaphtho[1,2-c]oxepine